C1(CC2C(CC1)O2)CC[SiH2]COCCOC β-(3,4-epoxycyclohexyl)ethyl-methoxyethoxymethylsilane